(R)-Citronellol CC(C)=CCC[C@@H](C)CCO